BrC1=C2C=C(N=CC2=C2C(=C1)CCC2NC(N(CC2=C(C=C(C=C2)OC)OC)CC2CC2)=S)Cl 3-(5-bromo-3-chloro-8,9-dihydro-7H-cyclopenta[h]isoquinolin-9-yl)-1-(cyclopropylmethyl)-1-[(2,4-dimethoxyphenyl)methyl]thiourea